{5'-fluoro-1'H-[4,6'-biindazol]-1-yl}acetic acid FC=1C=C2C=NNC2=CC1C=1C=2C=NN(C2C=CC1)CC(=O)O